O1C(=NC2=C1C=CC=C2)NC2=NC1=C(N2C)C=CC(=C1)C(=O)NCCO 2-(benzo[d]oxazol-2-ylamino)-N-(2-hydroxyethyl)-1-methyl-1H-benzo[d]imidazole-5-carboxamide